C(C)(C)(C)OC(=O)N1CC2(CC2)C[C@H]1C(=O)O (S)-5-(tert-butoxycarbonyl)-5-azaspiro[2.4]heptan-6-carboxylic acid